ClC=1C(=NC=CC1C1=NNC2=NC(=CN=C21)N2CCC1(CC2)[C@@H](C2=C(SC=C2)C1)N)NCC (S)-1'-(3-(3-chloro-2-(ethylamino)pyridin-4-yl)-1H-pyrazolo[3,4-b]pyrazin-6-yl)-4,6-dihydrospiro[cyclopenta[b]thiophene-5,4'-piperidin]-4-amine